4-(((2-amino-9-((2R,4S,5R)-4-hydroxy-5-(hydroxymethyl)tetrahydrofuran-2-yl)-9H-purin-6-yl)thio)methyl)phenylacetate NC1=NC(=C2N=CN(C2=N1)[C@@H]1O[C@@H]([C@H](C1)O)CO)SCC1=CC=C(C=C1)CC(=O)[O-]